2'-chloro-2-methyl-3'-(4,4,5,5-tetramethyl-1,3,2-dioxaborolan-2-yl)-[1,1'-biphenyl]-3-amine ClC1=C(C=CC=C1B1OC(C(O1)(C)C)(C)C)C1=C(C(=CC=C1)N)C